ClC1=C(C=CC=C1)NC(C1=CC=C(C=C1)NC1=NC(=NC=C1F)NC1=CC=C(C=C1)C(NN1CCC(CC1)[C@@H](CN1CCN(CC1)C1=CC=C(C=C1)C1C(NC(CC1)=O)=O)C)=O)=O N-(2-chlorophenyl)-4-((2-((4-((4-((2S)-1-(4-(4-(2,6-dioxopiperidin-3-yl)phenyl)piperazin-1-yl)propan-2-yl)piperidin-1-yl)carbamoyl)phenyl)amino)-5-fluoropyrimidin-4-yl)amino)benzamide